3-[(3-Cyclopropyl-2-fluorophenyl)sulfinyl]-4-[5-(2,4-dimethylbenzyl)-5,6-dihydro-4H-1,2,4-oxadiazin-3-yl]-5,6,7,8-tetrahydrocinnoline C1(CC1)C=1C(=C(C=CC1)S(=O)C=1N=NC=2CCCCC2C1C1=NOCC(N1)CC1=C(C=C(C=C1)C)C)F